N-(1-(3-(5-oxo-5,6-dihydro-4H-1,3,4-thiadiazin-2-yl)pyrazin-2-yl)ethyl)-3,5-bis(trifluoromethyl)benzamide O=C1NN=C(SC1)C=1C(=NC=CN1)C(C)NC(C1=CC(=CC(=C1)C(F)(F)F)C(F)(F)F)=O